C(C)N1N=CC(=C1)CN1C(=NC2=C1C(=CC(=C2)C=O)OC)C=2N1CCN(C3=CC=CC(C2)=C13)CCCO [1-[(1-ethylpyrazol-4-yl)methyl]-2-[9-(3-hydroxypropyl)-1,9-diazatricyclo[6.3.1.04,12]dodeca-2,4(12),5,7-tetraen-2-yl]-7-methoxy-benzimidazol-5-yl]methanone